Dimethyl-(3-propylcyclopenta-2,4-dien-1-yl)(2,3,4,5-tetramethylcyclopenta-2,4-dien-1-yl)silane C[Si](C1C(=C(C(=C1C)C)C)C)(C1C=C(C=C1)CCC)C